O=C1NC(CCC1N1C(C2=CC=C(C=C2C1=O)OCCOCCOCCOCCOCCS(=O)(=O)N1CCN(CC1)C1CCC(CC1)NC1=NC=NC2=CC=C(C=C12)C#N)=O)=O 4-(((1r,4r)-4-(4-((14-((2-(2,6-dioxopiperidin-3-yl)-1,3-dioxoisoindolin-5-yl)oxy)-3,6,9,12-tetraoxatetradecyl)sulfonyl)piperazin-1-yl)cyclohexyl)amino)quinazoline-6-carbonitrile